C(C)(C)(C)OC(NC1=NC(=C(C=C1)C(F)(F)F)Cl)=O N-[6-chloro-5-(trifluoromethyl)pyridin-2-yl]Carbamic acid tert-butyl ester